N1-Methyl-N4-(2-methyl-5-(1-methyl-3-(1-methyl-1H-indol-2-yl)-1H-indazole-5-carboxamido)phenyl)terephthalamide CNC(C1=CC=C(C(=O)NC2=C(C=CC(=C2)NC(=O)C=2C=C3C(=NN(C3=CC2)C)C=2N(C3=CC=CC=C3C2)C)C)C=C1)=O